(4-(4-(Methyl(3-methylbenzyl)amino)-7-((2-(trimethylsilyl)ethoxy)methyl)-7H-pyrrolo[2,3-d]pyrimidin-6-yl)phenyl)methanol CN(C=1C2=C(N=CN1)N(C(=C2)C2=CC=C(C=C2)CO)COCC[Si](C)(C)C)CC2=CC(=CC=C2)C